tert-butyl (1-(2-formyl-6-methoxy-5-(3-methoxypropoxy) pyridin-3-yl)-3-methylbutan-2-yl)carbamate C(=O)C1=NC(=C(C=C1CC(C(C)C)NC(OC(C)(C)C)=O)OCCCOC)OC